C(=O)C1=C(SC=C1)C(=O)O 3-Formylthiophene-2-carboxylic acid